C(C)(=O)N1N=C(C=C1C=1SC=CC1)C(=O)C1N(CCNC1)C(=O)NC1=CC(=CC=C1)Cl (1-acetyl-5-(thiophen-2-yl)-1H-pyrazole-3-carbonyl)-N-(3-chlorophenyl)piperazine-1-carboxamide